FC1(CCN(CC1)C(=O)C1=CC2=C(N(CCN2)C2=CC=3N(C=C2)C(N(N3)C)=O)N=C1)F 7-(7-(4,4-difluoropiperidine-1-carbonyl)-2,3-dihydropyrido[2,3-b]pyrazin-4(1H)-yl)-2-methyl-[1,2,4]triazolo[4,3-a]pyridin-3(2H)-one